Methyl bromo(2H2)acetate BrC(C(=O)OC)([2H])[2H]